ClC=1N=C2C(=C(C(N(C2=CC1)C)=O)C#N)N1CCN(CC1)CC1=C(C=C(C=C1)C(F)(F)F)O 6-chloro-4-(4-{[2-hydroxy-4-(trifluoromethyl)phenyl]methyl}piperazin-1-yl)-1-methyl-2-oxo-1,2-dihydro-1,5-naphthyridine-3-carbonitrile